NC(C(=O)NCCC1=CC(=C(C=C1)Br)OC)CCC 2-amino-N-(4-bromo-3-methoxyphenethyl)pentanamide